tert-butyl 5-(7,8-dimethyl-[1,2,4]triazolo[1,5-a]pyridin-6-yl)-2-formyl-6-isopropyl-4H-pyrrolo[3,2-d]thiazole-4-carboxylate CC1=C(C=2N(C=C1C1=C(C=3N=C(SC3N1C(=O)OC(C)(C)C)C=O)C(C)C)N=CN2)C